C(C1=CC=CC=C1)OC(=O)CCC[NH+](C)C (3-benzyloxycarbonyl-propyl)-dimethyl-ammonium